5-(2-bromo-3-(methylamino)phenyl)-2-(((2-(4-(2-hydroxyethyl)piperazin-1-yl)ethyl)amino)methylene)cyclohexane BrC1=C(C=CC=C1NC)C1CCC(CC1)=CNCCN1CCN(CC1)CCO